2-(pyridin-2-yldisulfaneyl)ethan-1-amine N1=C(C=CC=C1)SSCCN